CN1C(=NN=C1)C1=CC(=C(C=C1)NC=O)[N+](=O)[O-] N-(4-(4-methyl-4H-1,2,4-triazol-3-yl)-2-nitrophenyl)carboxamide